F[C@]1([C@@H]([C@@H](N(C1)C(C(C)(C)O)=O)CC=1C(=C(C=CC1)C1=CC(=CC(=C1)F)F)F)NS(=O)(=O)CC)C |r| rac-N-{(2S,3R,4R)-4-fluoro-1-(2-hydroxy-2-methylpropanoyl)-4-methyl-2-[(2,3',5'-trifluoro[1,1'-biphenyl]-3-yl)methyl]pyrrolidin-3-yl}ethanesulfonamide